CN1C(C(=CC2=C1N=C(N=C2)SC)N2CCN(CC2)C(=O)OC(C)(C)C)=O tert-butyl 4-(8-methyl-2-methylsulfanyl-7-oxo-pyrido[2,3-d]pyrimidin-6-yl)piperazine-1-carboxylate